N'-(3-dimethylaminopropyl)-carbodiimide hydrochloride Cl.CN(CCCN=C=N)C